C(C)(C)C1=NC=C(C(=N1)N)N isopropylpyrimidine-4,5-diamine